(2-(2H-1,2,3-triazol-2-yl)phenyl)(9-methyl-1,4-dioxa-8-azaspiro[4.6]undecane-8-yl)methanone N=1N(N=CC1)C1=C(C=CC=C1)C(=O)N1CCC2(OCCO2)CCC1C